CSCCN1N=CC=C1C(=O)N 2-(2-methylsulfanyl-ethyl)pyrazole-3-carboxamide